ClC=1C=C(C=CC1)N(C(=O)[C@H]1N(CC[C@@H]1O)C(=O)OC(C)(C)C)C tert-butyl (2S,3S)-2-[(3-chlorophenyl)-methyl-carbamoyl]-3-hydroxy-pyrrolidine-1-carboxylate